NC1=NN2C(N=CC=C2)=C1C(=O)NC(C)C=1N(C(C2=C(C=CC=C2C1)C#CC=1C=NN(C1)C)=N)C1=CC=CC=C1 2-amino-N-(1-(8-((1-methyl-1H-pyrazol-4-yl)ethynyl)-1-imino-2-phenyl-1,2-dihydroisoquinolin-3-yl)ethyl)pyrazolo[1,5-a]pyrimidine-3-carboxamide